C[Si]1(CCC(CC1)NC(=O)C=1NC2=CC(=CC(=C2C1)C(F)(F)F)C(F)(F)F)C N-(1,1-dimethylsilinan-4-yl)-4,6-bis(trifluoromethyl)-1H-indole-2-carboxamide